(Z)-8-Fluoro-4-((4-fluorophenyl)amino)-6-(hydroxyimino)indolo[2,1-b]quinazolin-12(6H)-one FC=1C=C2/C(/C3=NC4=C(C=CC=C4C(N3C2=CC1)=O)NC1=CC=C(C=C1)F)=N/O